1-methyl-4-(5-(pyridin-4-yl)-4H-1,2,4-triazol-3-yl)piperidin CN1CCC(CC1)C1=NN=C(N1)C1=CC=NC=C1